COC1=NC=C(C(=N1)C(F)(F)F)B1OC(C(O1)(C)C)(C)C 2-methoxy-5-(4,4,5,5-tetramethyl-1,3,2-dioxaborolan-2-yl)-4-(trifluoromethyl)pyrimidine